FC(C=1C(=C(C=CC1)[C@@H](C)NC=1C2=C(N=CN1)N=C(C(=C2)N2CCSCC2)OC2COC2)F)F (R)-N-(1-(3-(difluoromethyl)-2-fluorophenyl)ethyl)-7-(oxetan-3-yloxy)-6-thiomorpholinopyrido[2,3-d]pyrimidin-4-amine